2-(2,4-dioxotetrahydropyrimidin-1(2H)-yl)-5-((4-(5,6,7,8-tetrahydrobenzo[4,5]thieno[2,3-d]pyrimidin-4-yl)piperazin-1-yl)methyl)isoindoline-1,3-dione O=C1N(CCC(N1)=O)N1C(C2=CC=C(C=C2C1=O)CN1CCN(CC1)C=1C2=C(N=CN1)SC1=C2CCCC1)=O